2-[1-(4-methylpiperazin-1-yl)pyrido[3,4-d]pyridazin-4-yl]-5-(trifluoromethyl)phenol CN1CCN(CC1)C1=C2C(=C(N=N1)C1=C(C=C(C=C1)C(F)(F)F)O)C=NC=C2